FC(OC1=C(C=CC(=C1)F)[C@H]1[C@@H](O[C@@]([C@@H]1C)(C(F)(F)F)C)C(=O)NC1=CC(=NC=C1)C(=O)N)F 4-((2R,3S,4R,5S)-3-(2-(difluoromethoxy)-4-fluorophenyl)-4,5-dimethyl-5-(trifluoromethyl)tetrahydrofuran-2-carboxamido)picolinamide